BrC1=CC(=C(C(=C1)F)NC(=O)C1(CC1)C)C#N 1-methyl-cyclopropanecarboxylic acid (4-bromo-2-cyano-6-fluoro-phenyl)-amide